OC1(C(N(C2=CC=CC=C12)C=1C=C(C=NC1)CN1C(C2=CC=CC=C2C=N1)=O)=O)C(F)(F)F ((5-(3-hydroxy-2-oxo-3-(trifluoromethyl)indolin-1-yl)pyridin-3-yl)methyl)phthalazin-1(2H)-one